arsobutyric acid [As](=O)(=O)C(C(=O)O)CC